carboxyborane sodium salt [Na+].C(=O)([O-])B